CC(=S)C methylthioketone